1-{4-[4-({(1R)-1-[3-(difluoromethyl)-2-fluorophenyl]ethyl}amino)-2,7-dimethylpyrido[2,3-d]pyrimidin-6-yl]-3,6-dihydropyridin-1(2H)-yl}ethan-1-one FC(C=1C(=C(C=CC1)[C@@H](C)NC=1C2=C(N=C(N1)C)N=C(C(=C2)C=2CCN(CC2)C(C)=O)C)F)F